C[SiH](C)[Hf](C1C(=CC2=CC=CC=C12)C)C1C(=CC2=CC=CC=C12)C dimethylsilylbis(2-methyl-indenyl)hafnium